2-((R)-8-methyl-3-(3-methyl-1,2,4-thiadiazol-5-yl)-5,6,7,8-tetrahydro-[1,2,4]triazolo[4,3-a]pyrazine-7-carbonyl)-2,3-dihydro-4H-benzo[b][1,4]oxazine-4-carboxylic acid tert-butyl ester C(C)(C)(C)OC(=O)N1C2=C(OC(C1)C(=O)N1[C@@H](C=3N(CC1)C(=NN3)C3=NC(=NS3)C)C)C=CC=C2